N1(C=NC=C1)CCCNC(=O)C1=NN2C(N=C(C=C2C2=CC=C(C=C2)OC)C2=CC=CC=C2)=C1 N-(3-(1H-imidazol-1-yl)propyl)-7-(4-methoxyphenyl)-5-phenylpyrazolo[1,5-a]pyrimidine-2-carboxamide